2-amino-N-(4-(2-(2-aminopyridin-3-yl)-5-phenyl-3H-imidazo[4,5-b]pyridin-3-yl)benzyl)-5-bromo-4-methoxybenzamide NC1=C(C(=O)NCC2=CC=C(C=C2)N2C(=NC=3C2=NC(=CC3)C3=CC=CC=C3)C=3C(=NC=CC3)N)C=C(C(=C1)OC)Br